(S)-4-(2,3-dichloro-6-hydroxyphenyl)-1-(1-(2-hydroxyethyl)-1H-pyrazol-4-yl)pyrrolidin-2-one ClC1=C(C(=CC=C1Cl)O)[C@@H]1CC(N(C1)C=1C=NN(C1)CCO)=O